N[C@H]1CN(CC1)C1=CC=CC(=N1)N1CC=2C(=NC=CC2C1=O)C1=C(C=CC=C1OC)F 2-(6-((R)-3-aminopyrrolidin-1-yl)pyridin-2-yl)-4-(2-fluoro-6-methoxyphenyl)-2,3-dihydro-1H-pyrrolo[3,4-c]pyridin-1-one